1-(7-(6-fluoroindoline-1-carbonyl)naphthalen-2-yl)dihydropyrimidine-2,4(1H,3H)-dione FC1=CC=C2CCN(C2=C1)C(=O)C1=CC=C2C=CC(=CC2=C1)N1C(NC(CC1)=O)=O